(6R,7R)-3-[(5-methyl-1,3,4-thiadiazol-2-yl)thiomethyl]-8-oxo-7-[[2-(tetrazol-1-yl)acetyl]amino]-5-thia-1-azabicyclo[4.2.0]oct-2-ene-2-carboxylic acid CC1=NN=C(S1)SCC1=C(N2C([C@H]([C@H]2SC1)NC(CN1N=NN=C1)=O)=O)C(=O)O